NCCN1C(=O)N(C(=O)N(C1=O)CCN)CCN 1,3,5-tri(2-aminoethyl)cyanuric acid